FC(C1=CC=C2CCCNC2=C1)(F)F 7-trifluoromethyl-1,2,3,4-tetrahydroquinoline